CN1N=C(N=C1)C(=O)O 1-Methyl-1H-[1,2,4]triazole-3-carboxylic acid